methyl elaidate (methyl (E)-9-octadecenoate) CC(C(=O)O)CCCCCC\C=C\CCCCCCCC.C(CCCCCCC\C=C\CCCCCCCC)(=O)OC